tert-butyl (3-methylpyrrolidin-3-yl)carbamate CC1(CNCC1)NC(OC(C)(C)C)=O